C1(=CC=CC2=CC3=CC=CC=C3C=C12)C=1C=C(C=C(C1)C1=CC=CC2=CC3=CC=CC=C3C=C12)C1=NC(=NC(=N1)C1=CC=CC=C1)C1=CC=C(C=C1)C=1C=NC=CC1 2-(3,5-dianthranylphenyl)-4-phenyl-6-(4-(3-pyridyl)phenyl)-1,3,5-triazine